ClC1=NC=CC2=C1C=C(O2)C#CCNC(OC(C)(C)C)=O tert-butyl (3-(4-chlorofuro[3,2-c]pyridin-2-yl)prop-2-yn-1-yl)carbamate